COC(=O)C1=C(SC(=C1C)C)NC(C1=CC(=C(C=C1)O)F)=O 2-(3-fluoro-4-hydroxybenzoamido)-4,5-dimethylthiophene-3-carboxylic acid methyl ester